[O-]S(=O)(=O)C(F)(F)F.C(C=C)C1=C(C(=C(C(=C1)OC)C1=C(C=C(C=C1C(C)C)C(C)C)C(C)C)P(C(C)(C)C)C(C)(C)C)OC.[Pd+2].[O-]S(=O)(=O)C(F)(F)F palladium (II) allyl-(2-di-tert-butylphosphino-3,6-dimethoxy-2',4',6'-triisopropyl-1,1'-biphenyl) triflate